4-(4-(pyridin-4-ylmethyl)-1-trityl-1H-imidazol-2-yl)but-3-en-1-ol N1=CC=C(C=C1)CC=1N=C(N(C1)C(C1=CC=CC=C1)(C1=CC=CC=C1)C1=CC=CC=C1)C=CCCO